(3S,4R,5R,6S)-1-{6-[(2-cyclohexyl-1,3-thiazol-4-yl)methoxy]hexyl}-3,4,5,6-azepanetetrol C1(CCCCC1)C=1SC=C(N1)COCCCCCCN1C[C@@H]([C@H]([C@@H]([C@H](C1)O)O)O)O